4-(4-fluorophenyl)-1-(6-(4-methyl-1H-pyrazol-1-yl)pyrazin-2-yl)piperidin-4-ol FC1=CC=C(C=C1)C1(CCN(CC1)C1=NC(=CN=C1)N1N=CC(=C1)C)O